FC1(CC(CC1)NC1=NC(=CC(=N1)C=1C=C(C=CC1C)NC(=O)N1C[C@@H](CC1)CC(F)(F)F)N1CCOCC1)F (3S)-N-(3-[2-[(3,3-difluorocyclopentyl)amino]-6-(morpholin-4-yl)pyrimidin-4-yl]-4-methylphenyl)-3-(2,2,2-trifluoroethyl)pyrrolidine-1-carboxamide